BrC1=CN=CC=2C(CCCC12)CCC(=O)N 4-bromo-5,6,7,8-tetrahydroisoquinoline-8-propionamide